NC1CCC(CC1)(O)C cis-4-amino-1-methyl-cyclohexanol